FC=1C=C(CN2CC(CCC2)C2=CC=NC=3N2N=C(C3C=CC3=CC=CC=C3)C)C=CC1F 7-(1-(3,4-difluorobenzyl)piperidin-3-yl)-2-methyl-3-styrylpyrazolo[1,5-a]pyrimidine